N1(CCCCCC1)CC1=CN=C(S1)C#CC1=C2C(N(C(=NC2=CC=C1)C)C1C(NC(CC1)=O)=O)=O 3-(5-((5-(azepan-1-ylmethyl)thiazol-2-yl)ethynyl)-2-methyl-4-oxoquinazolin-3(4H)-yl)piperidine-2,6-dione